BrC1=CC(=CC=C1)OC(C)C 1-Bromo-3-isopropoxy-benzene